C[C@@H](/C=C/C(=O)OCC)[C@H](C=C)C Ethyl (E)-(4S,5S)-4,5-dimethyl-hepta-2,6-dienoate